3-chloro-4,6-dihydroxy-2-methyl-5-[(2E,4E)-3-methyl-5-[(1R,2R,6R)-1,2,6-trimethyl-3-oxocyclohexyl]penta-2,4-dien-1-yl]benzaldehyde ClC=1C(=C(C=O)C(=C(C1O)C\C=C(\C=C\[C@@]1([C@H](C(CC[C@H]1C)=O)C)C)/C)O)C